2,2-Difluoroethyl-6-(1-(4-fluorobenzamido)ethyl)-3,4-dihydro-1,5-naphthyridin-1(2H)-carboxylat FC(COC(=O)N1CCCC2=NC(=CC=C12)C(C)NC(C1=CC=C(C=C1)F)=O)F